3-chloro-6-((6-fluoro-2-methylpyridin-3-yl)oxy)-2-methyl-4-(trifluoromethyl)benzoic acid ClC=1C(=C(C(=O)O)C(=CC1C(F)(F)F)OC=1C(=NC(=CC1)F)C)C